B(C1=CC=C(C=C1)CCCCCCCC)(O)O 4-(N-OCTYL)BENZENEBORONIC ACID